C(CCCCC)N(C1=CC=C(C=C1)N=O)CCCCCC N,N-dihexyl-4-nitrosoaniline